5-fluoro-1-methyl-2-oxo-1,2-dihydropyridine-3-carboxylic acid FC=1C=C(C(N(C1)C)=O)C(=O)O